1-phenanthryl-butanethione C1(=CC=CC=2C3=CC=CC=C3C=CC12)CC(CC)=S